FC(S(=O)(=O)OC1=C(C(=C(C=C1)C=1C(=NN(C1)CCOC)CC)F)F)(F)F [4-[3-ethyl-1-(2-methoxyethyl)pyrazol-4-yl]-2,3-difluoro-phenyl] trifluoromethanesulfonate